FC(CN1C(C=2NN=C(C2C1C1=NC=CC(=C1)OC1=CC=C(C=C1)F)C1=CC=CC=2NC(OC21)=O)=O)(C)F 7-{5-(2,2-Difluoropropyl)-4-[4-(4-fluorophenoxy)pyridin-2-yl]-6-oxo-1,4,5,6-tetrahydropyrrolo[3,4-c]pyrazol-3-yl}-1,3-benzoxazol-2(3H)-one